3-(2-(ethyl-(methyl)amino)ethyl)-1H-indol-5-ol C(C)N(CCC1=CNC2=CC=C(C=C12)O)C